[3-(cyclopropylmethylamino)-3-methyl-azetidin-1-yl]-5-[5-[(1R)-1-(3,5-dichloro-4-pyridinyl)ethoxy]-1-tetrahydropyran-2-yl-indazol-3-yl]pyridine-3-carbonitrile C1(CC1)CNC1(CN(C1)C1=NC=C(C=C1C#N)C1=NN(C2=CC=C(C=C12)O[C@H](C)C1=C(C=NC=C1Cl)Cl)C1OCCCC1)C